4-(2-Nitrophenyl)-1,8-naphthalenedicarboxylic anhydride [N+](=O)([O-])C1=C(C=CC=C1)C1=CC=C2C3=C(C=CC=C13)C(=O)OC2=O